C(C)(C)(C)NS(=O)(=O)C=1C=C(C=CC1)NC(C1=C(N=C(C=C1)N1CC(C1)(C)O)N1CCC2(CC2)CC1)=O N-(3-(N-(tert-butyl)sulfamoyl)phenyl)-6-(3-hydroxy-3-methylazetidin-1-yl)-2-(6-azaspiro[2.5]octan-6-yl)nicotinamide